NC(C(CCC(CC(=O)O)C(=O)O)C(=O)O)C(=O)O amino-1,2,5,6-hexanetetracarboxylic acid